N1CCC(CC1)N1C(NC=2C1=NC=CC2)=O 3-(piperidin-4-yl)-1H-imidazo[4,5-b]pyridin-2(3H)-one